ClC1=C(C(=CC=C1)Cl)C1=C(C2=C(N=C(N=C2)NC2=C(C=CC=C2)OC)N(C1=O)C)C=C 6-(2,6-dichlorophenyl)-2-((2-methoxyphenyl)amino)-8-methyl-5-vinylpyrido[2,3-d]pyrimidin-7(8H)-one